tert-butyl 3-(2-(((2-((1S,2S)-2-(3-chlorophenyl)cyclopropane-1-carboxamido)pyridin-4-yl)amino)methyl)-6-cyclopropylimidazo[1,2-a]pyridin-8-yl)-3-fluoroazetidine-1-carboxylate ClC=1C=C(C=CC1)[C@@H]1[C@H](C1)C(=O)NC1=NC=CC(=C1)NCC=1N=C2N(C=C(C=C2C2(CN(C2)C(=O)OC(C)(C)C)F)C2CC2)C1